ClC1=C(SC=C1Cl)S(=O)(=O)O 3,4-dichlorothiophenesulfonic acid